(2,2'-dicyano-[1,1'-biphenyl]-3,3'-diyl)bis(5,6,7,8-tetrahydroimidazo[1,2-a]pyrazine-2-carboxamide) C(#N)C1=C(C=CC=C1C1=C(N=C2N1CCNC2)C(=O)N)C2=C(C(=CC=C2)C2=C(N=C1N2CCNC1)C(=O)N)C#N